C(CCC)(=O)NC1=CC=C2C(=N1)C(=CN2)C2=CCN1CCCCC1CC2 5-(butyroyl)amino-3-(1-azabicyclo[5.4.0]undec-3-en-4-yl)pyrrolo[3,2-b]pyridine